O1C2=C(OCC1)C=C(C=C2)S(=O)(=O)N2CCC(CC2)C=2C(=CC=1N(C2)N=CN1)C 6-(1-((2,3-dihydrobenzo[b][1,4]dioxin-6-yl)sulfonyl)piperidin-4-yl)-7-methyl-[1,2,4]triazolo[1,5-a]pyridine